[Yb].[Er].[Ga].C(CCCCCCC\C=C/C\C=C/CCCCC)OCCC 1-(cis,cis-9,12-octadecadienyloxy)propane gallium erbium ytterbium